methoxy(silyl)silane CO[SiH2][SiH3]